C1(CC2C(CC1)O2)C(=O)OCC2CC1C(C(C2)C)O1 4-epoxy-6-methylcyclohexylmethyl 3,4-epoxycyclohexanecarboxylate